ClC1=CC=C(C=C1)C1=NC(C=2C(C3=C1C=C(C=C3)OC)=CN(C(C2)=O)C)CNC(C)=O N-((7-(4-chlorophenyl)-9-methoxy-2-methyl-3-oxo-3,5-dihydro-2H-benzo[c]pyrido[3,4-e]azepin-5-yl)methyl)acetamide